COC1=C(C=CC=C1)C1=CC(=NC=C1C(=O)NC=1SC2=C(N1)CN(C2)S(NC)(=O)=O)C 4-(2-Methoxyphenyl)-6-methyl-N-(5-(N-methylsulfamoyl)-5,6-dihydro-4H-pyrrolo[3,4-d]thiazol-2-yl)nicotinamide